(R)-(3,4-Dichlorophenyl)(8-methyl-3-(7-methylpyrazolo[1,5-a]pyridin-2-yl)-5,6-dihydro-[1,2,4]triazolo[4,3-a]pyrazin-7(8H)-yl)methanone ClC=1C=C(C=CC1Cl)C(=O)N1[C@@H](C=2N(CC1)C(=NN2)C2=NN1C(C=CC=C1C)=C2)C